C1(CC1)C1=CN(C=2N=CN=C(C21)N)[C@@H](CC)C=2N=NN(C2)C2=C(C=CC=C2)F 5-cyclopropyl-7-{(1S)-1-[1-(2-fluorophenyl)-1H-1,2,3-triazol-4-yl]propyl}-7H-pyrrolo[2,3-d]pyrimidin-4-amine